[Si](C)(C)(C(C)(C)C)OCCCC=1C(=NC2=C(C(=C(C=C2C1)CCC#N)C1=CC(=CC2=CC=CC=C12)OC(C(C)(C)C)=O)F)OC[C@H]1N(CCC1)C 3-(3-((tert-butyldimethylsilyl)oxy)propyl)-6-(2-cyanoethyl)-8-fluoro-2-(((S)-1-methylpyrrolidin-2-yl)methoxy)-7-(3-(pivaloyloxy)naphthalen-1-yl)quinolin